COC1=CC=C(COC2=NC(=NC=C2)NC2=CC=NN2C)C=C1 4-((4-methoxybenzyl)oxy)-N-(1-methyl-1H-pyrazol-5-yl)pyrimidin-2-amine